dodecylbenzene ethyl-benzoate C(C)OC(C1=CC=CC=C1)=O.C(CCCCCCCCCCC)C1=CC=CC=C1